Prop-2-en-1-yl (2S,3S)-3-(4-chlorophenyl)-3-[1-(4-chlorophenyl)-7-fluoro-1-hydroxy-5-(oxane-4-carbonyl)-3-oxo-2,3-dihydro-1H-isoindol-2-yl]-2-methylpropanoate ClC1=CC=C(C=C1)[C@H]([C@@H](C(=O)OCC=C)C)N1C(C2=C(C=C(C=C2C1=O)C(=O)C1CCOCC1)F)(O)C1=CC=C(C=C1)Cl